[N+](=O)([O-])C1=CC2=C(OCO2)C=C1\C=C/[N+](=O)[O-] 5-nitro-6-[(Z)-2-nitrovinyl]-2H-1,3-benzodioxol